C(C)(C)N1C=NC(=C1)C=CC=1N=CSC1 4-(2-(1-isopropyl-1H-imidazol-4-yl)vinyl)thiazol